FC=1C(=NC(=CC1)C)C(CC1=NC(=NC(=N1)N[C@@H](CO)CC(C)C)NS(=O)(=O)C)C N-(4-(2-(3-fluoro-6-methylpyridin-2-yl)propyl)-6-(((R)-1-hydroxy-4-methylpent-2-yl)amino)-1,3,5-triazin-2-yl)methanesulfonamide